CC1=C2CCN(C(C2=CC=C1)C1=CC=CC=C1)C(CCC(=O)NCC1=NC=CC=C1)=O 4-(5-Methyl-1-phenyl-3,4-dihydro-1H-isoquinolin-2-yl)-4-oxo-N-(2-pyridylmethyl)butyric acid amide